OC1CCN(CC1)C=1C=CC(=NC1)NC=1C2=C(C(=NC1)C=1C=3N(N=CC1)C=CN3)CNC2=O 7-((5-(4-hydroxypiperidin-1-yl)pyridin-2-yl)amino)-4-(imidazo[1,2-b]pyridazin-8-yl)-2,3-dihydro-1H-pyrrolo[3,4-c]pyridin-1-one